O.FC(C(=O)O)(F)F.C1(=CC=CC=C1)C1=NC=2C=C3C(=CC2N=C1C1=CC=C(C=C1)CN1CCC(CC1)N1C(NC2=C1C=CC=C2)=O)NC=N3 1,3-Dihydro-1-(1-((4-(6-phenyl-1H-imidazo[4,5-g]quinoxalin-7-yl)phenyl)methyl)-4-piperidinyl)-2H-benzimidazol-2-one trifluoroacetate salt hydrate